tert-butyl 3-[4-(3,4-dichloro-2-fluoro-anilino)pyrido[3,4-d]pyrimidin-6-yl]hexahydropyrimidine-1-carboxylate ClC=1C(=C(NC=2C3=C(N=CN2)C=NC(=C3)N3CN(CCC3)C(=O)OC(C)(C)C)C=CC1Cl)F